tert-butyl (1-(1-(5-(difluoromethoxy)pyrimidin-2-yl)-1H-1,2,4-triazol-5-yl)ethyl)carbamate FC(OC=1C=NC(=NC1)N1N=CN=C1C(C)NC(OC(C)(C)C)=O)F